C1(CCCCC1)CS(=O)(=O)NC1=NOC2=C1C(=CC(=C2)CN2N=CC1=C2CNC1)OC 1-cyclohexyl-N-(6-((5,6-dihydropyrrolo[3,4-c]pyrazol-1(4H)-yl)methyl)-4-methoxybenzo[d]isoxazol-3-yl)methanesulfonamide